tert-butyl (4S)-4-(1-cyclopropylethyl)-2,2-dimethyl-1,3-oxazolidine-3-carboxylate C1(CC1)C(C)[C@@H]1N(C(OC1)(C)C)C(=O)OC(C)(C)C